C(C1=CC=CC=C1)OC(=O)NC1(CC1)C(=O)O 1-(((benzyloxy)carbonyl)amino)cyclopropane-1-carboxylic acid